N-[5-[2-(dimethylamino)ethylamino]-4-(heptadeca-4,6-diynoylamino)-5-oxo-pentyl]heptadeca-4,6-diynamide CN(CCNC(C(CCCNC(CCC#CC#CCCCCCCCCCC)=O)NC(CCC#CC#CCCCCCCCCCC)=O)=O)C